C(CCC)C(C(=O)O)CCCCCCCCCCCCCCCC.C(CCC)C(C(=O)O)CCCCCCCCCCCCCCCC butyl-stearic acid (butyl stearate)